3-((5-nitro-1-(phenylsulfonyl)-1H-pyrrolo[2,3-b]pyridin-4-yl)amino)tetrahydro-2H-pyran-3-carboxylic acid methyl ester COC(=O)C1(COCCC1)NC1=C2C(=NC=C1[N+](=O)[O-])N(C=C2)S(=O)(=O)C2=CC=CC=C2